CC(C)(C1=CC=C(C=C1)OCC1OC1)C1=CC=C(C=C1)OCC1OC1 2,2'-[(1-methylethylidene)bis(4,1-phenyleneoxymethylene)]bis(oxirane)